Tert-Butyl (S)-3-((7-((tert-butoxycarbonyl)(3-cyano-5-methylphenyl)amino)-3-cyclopropylpyrazolo[1,5-a]pyrimidin-5-yl)oxy)piperidine-1-carboxylate C(C)(C)(C)OC(=O)N(C1=CC(=NC=2N1N=CC2C2CC2)O[C@@H]2CN(CCC2)C(=O)OC(C)(C)C)C2=CC(=CC(=C2)C)C#N